ClC=1N=C(C2=C(N1)CC[S@]2=O)NC2(CCC2)C([2H])([2H])O |r| (R/S)-2-chloro-4-((1-(hydroxymethyl-d2)cyclobutyl)amino)-6,7-dihydrothieno[3,2-d]pyrimidine 5-oxide